COC1=NC(=CC=C1[C@H]1[C@@H](O[C@@]([C@H]1C)(C(F)(F)F)C)C(=O)NC1=CC(=NC=C1)C(=O)N)C(F)(F)F (2R,3S,4S,5S)-4-[[3-[2-methoxy-6-(trifluoromethyl)-3-pyridinyl]-4,5-dimethyl-5-(trifluoromethyl)tetrahydrofuran-2-carbonyl]amino]pyridine-2-carboxamide